C(CCCCCCC)SC(CCCCCCCC1(OCC(O1)CCN(C)C)CCCCCCCC(SCCCCCCCC)SCCCCCCCC)SCCCCCCCC 2-(2,2-Bis(8,8-bis(octylthio)octyl)-1,3-dioxolan-4-yl)-N,N-dimethylethan-1-amine